(E)-3-(4-bromophenyl)-1-(4-(6-methoxynicotinoyl)piperazin-1-yl)-2-methylprop-2-en-1-one BrC1=CC=C(C=C1)/C=C(/C(=O)N1CCN(CC1)C(C1=CN=C(C=C1)OC)=O)\C